ClC=1C(=CC(=NC1)OC)C1=CC(=NN1)C(=O)N1CCC(CC1)C(=O)NC1CN(C(C1)=O)C1=CC=CC=C1 1-(5-(5-chloro-2-methoxypyridin-4-yl)-1H-pyrazole-3-carbonyl)-N-(5-oxo-1-phenylpyrrolidin-3-yl)piperidine-4-carboxamide